F[C@H]1[C@@H]([C@H]2CN([C@@]1(CC2)C)C)N(C2=CC=C(N=N2)C2=C(C=C(C=C2)N2N=NC=C2)O)C 2-(6-(((1R,4R,5R,6S)-6-fluoro-1,2-dimethyl-2-azabicyclo[2.2.2]octan-5-yl)(methyl)amino)pyridazin-3-yl)-5-(1H-1,2,3-triazol-1-yl)phenol